O(C1=CC=C(C=C1)[N+]=1[N-]OC(C1)=O)C1=CC=C(C=C1)[N+]=1[N-]OC(C1)=O 3,3'-(oxydi-4,1-phenylene)bis-sydnone